N-(1'-(6-fluoro-4-methylpyridin-2-yl)-1',2'-dihydrospiro[cyclopropane-1,3'-pyrrolo[3,2-c]pyridin]-6'-yl)acetamide FC1=CC(=CC(=N1)N1CC2(C=3C=NC(=CC31)NC(C)=O)CC2)C